CC(CC(=O)C1=CC=CC=C1)=C(CC(=O)C1=CC=CC=C1)C (trans)-3,4-dimethyl-1,6-diphenyl-hex-3-ene-1,6-dione